O=S1(CC(CC1)CNC(=O)NC=1C=NC2=CC=CC=C2C1)=O 1-[(1,1-dioxidotetrahydrothiophen-3-yl)methyl]-3-quinolin-3-ylurea